NC1=NNC(C2=C1N(N=C2C2CC(C2)(F)F)C2=CC=C(CNC(C1=C(C=CC(=C1)F)OC)=O)C=C2)=O N-(4-(7-amino-3-(3,3-difluorocyclobutyl)-4-oxo-4,5-dihydro-1H-pyrazolo[3,4-d]pyridazin-1-yl)benzyl)-5-fluoro-2-methoxybenzamide